6-chloro-8,9-difluoro-3-methyl-[1,2,4]triazolo[3,4-a]phthalazine ClC1=NN2C(C3=CC(=C(C=C13)F)F)=NN=C2C